C(C)(=O)OC1=C(C(=CC(=C1C(=O)O)CCCCC)OC(C)=O)C1C(CCC(=C1)C)C(=C)C 2,6-diacetoxy-5'-methyl-4-pentyl-2'-(prop-1-en-2-yl)-1',2',3',4'-tetrahydro-[1,1'-biphenyl]-3-carboxylic acid